BrC1=CC(=CC=2NC(=NC21)C)C(=O)N(C)C 4-bromo-N,N,2-trimethyl-1H-benzo[d]imidazole-6-carboxamide